FCCOC1=CC=C(C=N1)C1=NNC(=C1)CNC1=CN=CS1 N-((3-(6-(2-fluoroethoxy)pyridin-3-yl)-1H-pyrazol-5-yl)methyl)thiazol-5-amine